ClC1=CC2=C(N=N1)N(C=C2)C[C@H]2[C@@H](CN(CC2)C(=O)OC(C)(C)C)F Trans-tert-butyl 4-({3-chloro-7H-pyrrolo[2,3-c]pyridazin-7-yl}methyl)-3-fluoropiperidine-1-carboxylate